COC[C@H]1CN(CCN1)C=1C=C(C(=NC1)C1CCN(CC1)C1=C2C(=NC(=C1)C)N(N=C2)C)C 4-[4-[5-[(3R)-3-(methoxymethyl)piperazin-1-yl]-3-methyl-2-pyridyl]-1-piperidyl]-1,6-dimethyl-pyrazolo[3,4-b]pyridine